(R)-(4-(2-(imidazo[1,2-a]pyridin-6-yl)-3-isopropyl-1H-indol-5-yl)piperidin-1-yl)(piperidin-3-yl)methanone N=1C=CN2C1C=CC(=C2)C=2NC1=CC=C(C=C1C2C(C)C)C2CCN(CC2)C(=O)[C@H]2CNCCC2